(E)-3-(3,5-bis(trifluoromethyl)phenyl)-1H-1,2,4-triazol-1-yl-2-(pyridin-3-yl)acrylic acid FC(C=1C=C(C=C(C1)C(F)(F)F)C1=NN(C=N1)/C=C(/C(=O)O)\C=1C=NC=CC1)(F)F